C(C=C)(=O)N[C@@H]1[C@@H](CCC1)NC(=O)C=1SC=2N=CC=C3N(C(NC1C23)=O)C2=C(C=C(C=C2)OC=2C=NC=NC2)C N-((1R,2S)-2-Acrylamidocyclopentyl)-5-(2-methyl-4-(pyrimidin-5-yloxy)phenyl)-4-oxo-4,5-dihydro-3H-1-thia-3,5,8-triazaacenaphthylene-2-carboxamide